(2R,3R)-1-benzyl-3-(trifluoromethyl)aziridine-2-carboxylic acid ethyl ester C(C)OC(=O)[C@@H]1N([C@H]1C(F)(F)F)CC1=CC=CC=C1